COC(C#N)OC 2,2-dimethoxyacetonitrile